1-(2-Fluoro-4-methoxy-3-(trifluoromethyl)phenyl)ethan-1-one FC1=C(C=CC(=C1C(F)(F)F)OC)C(C)=O